FC1(C(NC2=CC=CC=C12)=O)F 3,3-difluorooxindole